C(=O)(C(=O)O)CC(=O)[O-].[V+5].C(=O)(C(=O)O)CC(=O)[O-].C(=O)(C(=O)O)CC(=O)[O-].C(=O)(C(=O)O)CC(=O)[O-].C(=O)(C(=O)O)CC(=O)[O-] vanadium oxaloacetate